7-benzoyloxy-5-oxa-2-azaspiro[3.4]Octane-2-carboxylic acid tert-butyl ester C(C)(C)(C)OC(=O)N1CC2(C1)OCC(C2)OC(C2=CC=CC=C2)=O